O=C(NCC(=O)O)CCOCCOCCNC(CC)=O 4,14-dioxo-7,10-dioxa-3,13-diazahexadecanoic acid